4-(5-bromo-2-pyridyl)-1-(2,2-dimethoxyethyl)piperazin-2-one BrC=1C=CC(=NC1)N1CC(N(CC1)CC(OC)OC)=O